C1N(CC2(C3=CC=CC=C13)CC2)CC=2OC=C(C(C2)=O)OCC2CCN(CC2)S(=O)(=O)C 2-((1'H-Spiro[cyclopropane-1,4'-isoquinolin]-2'(3'H)-yl)methyl)-5-((1-(methyl-sulfonyl)piperidin-4-yl)methoxy)-4H-pyran-4-one